2-[4-[5-(4-chlorophenyl)-1-[2-(trifluoromethyl)phenyl]pyrrol-2-yl]phenyl]-N-[2-(dimethylamino)-ethyl]acetamide ClC1=CC=C(C=C1)C1=CC=C(N1C1=C(C=CC=C1)C(F)(F)F)C1=CC=C(C=C1)CC(=O)NCCN(C)C